dioleyl sulfate S(=O)(=O)(OCCCCCCCC\C=C/CCCCCCCC)OCCCCCCCC\C=C/CCCCCCCC